C(C)C1(CCC(CC1)(C)C)O[Si](C)(C)C ((1-ethyl-4,4-dimethylcyclohexyl)oxy)trimethylsilane